bis(2-hydroxyl-naphthyl)propane OC1=C(C2=CC=CC=C2C=C1)C(C)(C)C1=C(C=CC2=CC=CC=C12)O